[2H][C@](C)(C1=C(C(=CC(=C1)F)Cl)CCl)NC([C@@H](C)F)=O (R)-N-((S)-1-deutero-1-(3-chloro-2-(chloromethyl)-5-fluorophenyl)ethyl)-2-fluoropropanamide